methyl-2-hydroxy-2-methyl-phenyl-(2-hydroxy-2-propyl) ketone CC=1C(C(C=CC1)CC(C)(O)C(=O)C(C)(CC1C(C(=CC=C1)C)(O)C)O)(C)O